4-tert-butylpyridin C(C)(C)(C)C1=CC=NC=C1